COC1=C2C(=C(C(N(C2=NC(=C1)C(F)(F)F)C1=CC=CC=C1)=O)C#N)NC 5-Methoxy-4-(methylamino)-2-oxo-1-phenyl-7-(trifluoromethyl)-1,2-dihydro-1,8-naphthyridine-3-Formonitrile